ClC1=C(C=CC=2C(=C3N(C12)CCN(C3)C(CN3CCOCC3)=O)C=3C=NNC3)Cl 1-[6,7-dichloro-10-(1H-pyrazol-4-yl)-3,4-dihydro-1H-pyrazino[1,2-a]indole-2-yl]-2-morpholino-ethanone